Tert-butyl (4-(((1-methylcyclobutyl)methyl)carbamoyl)pyridin-3-yl)carbamate CC1(CCC1)CNC(=O)C1=C(C=NC=C1)NC(OC(C)(C)C)=O